FC(C(/C=C/[C@H]1[C@@H](C[C@H]2[C@@H]1CCCC1=C(O2)C=C(C=C1)C(=O)O)O)O)(CCCC)C (2R,3R,3aR,11aS)-3-[(1E,3ξ,4ξ)-4-fluoro-3-hydroxy-4-methyl-1-octen-1-yl]-2-hydroxy-1,2,3,3a,4,5,6,11a-octahydrobenzo[b]cyclopenta[g]oxocine-9-carboxylic acid